C(#N)N(CC)CC N-cyanodiethylamine